(2-methyl-1H-benzimidazole-5-yl)boronic acid CC1=NC2=C(N1)C=CC(=C2)B(O)O